ClC1=C2C=C(C(NC2=CC(=N1)Cl)=O)C 5,7-dichloro-3-methyl-1,6-naphthyridin-2(1H)-one